BrC=COCCOC 1-bromo-2-(2-methoxyethoxy)ethaneN